[2H]C1(C(C(C(C1([2H])[2H])([2H])[2H])([2H])[2H])([2H])[2H])SC1(C(C(C(C1([2H])[2H])([2H])[2H])([2H])[2H])([2H])[2H])[2H] perdeuterocyclopentyl thioether